NC=1C=CC2=CC3=CC=C(C=C3N=C2C1)N 3,6-Diaminoacridine